4-(difluoromethyl)-5-[4-[(3R)-3-methylmorpholin-4-yl]-6-(3-oxa-6-azabicyclo[3.1.1]hept-6-yl)-1,3,5-triazin-2-yl]pyridin-2-amine FC(C1=CC(=NC=C1C1=NC(=NC(=N1)N1[C@@H](COCC1)C)N1C2COCC1C2)N)F